C1(CCC1)C1=NOC(=N1)N1CCN(CC1)C=1SC2=C(C(N1)=O)C(=C(C=C2[N+](=O)[O-])C(F)(F)F)C 2-(4-(3-cyclobutyl-1,2,4-oxadiazol-5-yl)piperazin-1-yl)-5-methyl-8-nitro-6-(trifluoromethyl)-4H-benzo[e][1,3]thiazin-4-one